O/C(/C(=O)[O-])=C/C(=O)[O-] Hydroxymaleate